FC1(CC(C1)(C(=O)NC=1C=CC(=NC1)C=1N=NN(C1NC(O[C@H](C)C=1C(=NC=CC1)F)=O)C)C)F (R)-1-(2-fluoropyridin-3-yl)ethyl (4-(5-(3,3-difluoro-1-methylcyclobutane-1-carboxamido)pyridin-2-yl)-1-methyl-1H-1,2,3-triazol-5-yl)carbamate